ClC=1C(=NC(=NC1)NC1=CC=C(C=C1)N1CCOCC1)OCC1(CC1)NC 5-chloro-4-((1-(methylamino)cyclopropyl)methoxy)-N-(4-morpholinophenyl)pyrimidin-2-amine